(1r,2s,5r)-N-(4-methoxyphenyl)-5-methyl-2-cyclohexanecarboxamide COC1=CC=C(C=C1)NC(=O)C1CCC(CC1)C